methyl 5-bromo-3-chloro-pyridine-2-carboxylate BrC=1C=C(C(=NC1)C(=O)OC)Cl